2-(1-benzyl-4-phenethylpiperidin-4-yl)pyridine C(C1=CC=CC=C1)N1CCC(CC1)(CCC1=CC=CC=C1)C1=NC=CC=C1